1-(2-Chloro-5-(methyl(3-azaspiro[5.5]undecan-9-yl)amino)phenyl)dihydropyrimidine-2,4(1H,3H)-dione ClC1=C(C=C(C=C1)N(C1CCC2(CCNCC2)CC1)C)N1C(NC(CC1)=O)=O